(S)-4-(3-ethylpiperazin-1-yl)-N-(7-fluoro-2-methylimidazo[1,2-a]pyridin-6-yl)-2,3-dihydro-1H-pyrrolo[2,3-b]pyridine-1-carboxamide formate C(=O)O.C(C)[C@H]1CN(CCN1)C1=C2C(=NC=C1)N(CC2)C(=O)NC=2C(=CC=1N(C2)C=C(N1)C)F